FC(C(=O)O)(F)F.S1C2=C(C(=C1)C#N)C=CC=C2 benzo[b]thiophene-3-carbonitrile trifluoroacetate